C(#N)N1C[C@@H](C(C1)=O)NC(=O)C1=NNC(=C1)C1=C(C=CC=C1)OC1=CC=CC=C1 (S)-N-(1-cyano-4-oxopyrrolidin-3-yl)-5-(2-phenoxyphenyl)-1H-pyrazole-3-carboxamide